4-cyclohexanedimethanol bis(3,4-epoxy cyclohexaneformate) C1(CC2C(CC1)O2)C(=O)OCC2CCC(CC2)COC(=O)C2CC1C(CC2)O1